N1=C(C=CC=C1C1=NC=CC=C1)C1=NC=CC=C1 2,2':6,2''-terpyridine